methyl (2S,4R)-1-tert-butoxycarbonyl-4-hydroxypyrrolidine-2-carboxylate C(C)(C)(C)OC(=O)N1[C@@H](C[C@H](C1)O)C(=O)OC